N-(2-isopropenylphenyl)p-trifluoromethylbenzamide tert-Butyl-3,4-dihydroxypiperidine-1-carboxylate C(C)(C)(C)OC(=O)N1CC(C(CC1)O)O.C(=C)(C)C1=C(C=CC=C1)NC(C1=CC=C(C=C1)C(F)(F)F)=O